FC1=C(C(C1(F)F)(F)F)C(C(F)(F)F)(C(F)(F)F)F 1,3,3,4,4-pentafluoro-2-(perfluoroprop-2-yl)cyclobut-1-ene